ClC=1C=C(C(=NC1)N1C([C@@H](N(C(C1)=O)CC1=CC=C(C=C1)C(F)(F)F)[C@H](C)O)=O)F (S)-1-(5-chloro-3-fluoropyridin-2-yl)-3-((S)-1-hydroxyethyl)-4-(4-(trifluoromethyl)benzyl)-piperazine-2,5-dione